3-{4-amino-5-[(3,3-difluoroazetidin-1-yl)methyl]pyrrolo[2,1-f][1,2,4]triazin-7-yl}-N-[(3R,4S)-1-(4,4-difluorocyclohexanecarbonyl)-4-fluoropyrrolidin-3-yl]benzamide NC1=NC=NN2C1=C(C=C2C=2C=C(C(=O)N[C@@H]1CN(C[C@@H]1F)C(=O)C1CCC(CC1)(F)F)C=CC2)CN2CC(C2)(F)F